diethyl(trifluoro-λ4-sulfanyl)amine C(C)N(S(F)(F)F)CC